5-fluoro-2-(methoxy-d3)benzamide FC=1C=CC(=C(C(=O)N)C1)OC([2H])([2H])[2H]